N-butyl-N-(2-thienylmethyl)benzenesulfonamide C(CCC)N(S(=O)(=O)C1=CC=CC=C1)CC=1SC=CC1